2-(4-((2,5-dioxo-3-(3-(trifluoromethyl)phenyl)imidazolin-1-yl)methyl)-2,6-dimethylphenoxy)-2-methylpropanoic acid O=C1N(C(CN1C1=CC(=CC=C1)C(F)(F)F)=O)CC1=CC(=C(OC(C(=O)O)(C)C)C(=C1)C)C